(±)-trans-4-phenyl-N-[3-(pyridin-3-ylamino)phenyl]pyrrolidine-3-carboxamide 3-(palmitoyloxy)propan-2-yl-oleate C(CCCCCCCCCCCCCCC)(=O)OCC(C)OC(CCCCCCC\C=C/CCCCCCCC)=O.C1(=CC=CC=C1)[C@H]1[C@@H](CNC1)C(=O)NC1=CC(=CC=C1)NC=1C=NC=CC1 |r|